bis[4-(3-aminophenoxy)phenyl] Ether NC=1C=C(OC2=CC=C(C=C2)OC2=CC=C(C=C2)OC2=CC(=CC=C2)N)C=CC1